C(#N)C1=CC=C(C2=C1CCO2)N2C(=C(CC1=C(N=CC(=C21)C)OCC(F)(F)F)C(=O)O)C 4-cyano-2,3-dihydrobenzofuran-7-yl-2,8-dimethyl-5-(2,2,2-trifluoroethoxy)-1,4-dihydro-1,6-naphthyridine-3-carboxylic acid